diazoiodine [N+](=[N-])=I